C(C)N(C=CCCCCC)CC N,N-diethyl-N-(heptenyl)amine